2-(3'-tert-butyl-5'-methyl-butyl-2'-hydroxyphenyl)-5-chlorobenzotriazole C(C)(C)(C)C(CCC=1C(=C(C=C(C1)C)N1N=C2C(=N1)C=CC(=C2)Cl)O)C